7H,11H-8,10a-methanopyrido[2',3':5,6]pyrano[2,3-d]azepine N1=CC=CC2=C1CC13C(=CCN(C=C1)C3)O2